C(CC)(=O)[O-].CN1C=[NH+]C=C1 N-methylimidazolium propionate